N(C(=O)N)CCC[Si](OC)(OC)OC 3-Ureidopropyl-trimethoxysilan